ClC1=CC=C(C=C1)C1=CC=2C3=C(C=NC2C=C1)N(C(N3C=3C=C(C#N)C=CC3)=N)C 3-(8-(4-Chlorophenyl)-2-imino-3-methyl-2,3-dihydro-1H-imidazo[4,5-c]quinolin-1-yl)benzonitrile